C[C@H]1N(CCC1)C(=O)O[C@H]1C[C@H](CC1)C=1NN=C(C1)N (1R,3S)-3-(5-amino-2H-pyrazol-3-yl)cyclopentyl (2R)-2-methylpyrrolidine-1-carboxylate